bromo-2-(prop-2-yn-1-yloxy)benzaldehyde BrC=1C(=C(C=O)C=CC1)OCC#C